para-aminohippuric acid (aminohippurate) NC(C(=O)O)NC(=O)C1=CC=CC=C1.NC1=CC=C(C(NCC(=O)O)=O)C=C1